NCNC1(CCCCC1)C Aminomethyl-1-methylcyclohexylamin